(2R,3S)-1-(benzhydryl)-3-(methylsulfonylmethyl)-2-methylazetidine C(C1=CC=CC=C1)(C1=CC=CC=C1)N1[C@@H]([C@H](C1)CS(=O)(=O)C)C